N[C@@H](C1=C(C=C(C(=C1)Cl)Cl)O)C1CCN(CC1)C(=O)C=1C=NOC1 2-[(R)-amino[1-(1,2-oxazole-4-carbonyl)piperidin-4-yl]methyl]-4,5-dichlorophenol